CC1(C=NC=COC1)O 6-methyl-1,4-oxazepin-6-ol